5-chloro-N-(((5S)-2-oxo-3-(4-(3-oxomorpholin-4-yl)phenyl)-1,3-oxazolin-5-yl)methyl)thiophene-2-carboxamide ClC1=CC=C(S1)C(=O)NCC1=CN(C(O1)=O)C1=CC=C(C=C1)N1C(COCC1)=O